C(C(=O)O)(=O)O.C1NCC12CCC2 2-azaspiro[3.3]heptane oxalic acid salt